FC1=C(C(=CC(=C1)OC)F)[C@H]1[C@@H](C(N(C1)CC=1OC(=NN1)C)=O)NC(=O)NC1=CC=C(C=C1)F |o1:10,11| (-)-1-{(3S*,4R*)-4-(2,6-difluoro-4-methoxyphenyl)-1-[(5-methyl-1,3,4-oxadiazol-2-yl)methyl]-2-oxopyrrolidin-3-yl}-3-(4-fluorophenyl)urea